IsoButylene tert-butyl-4-[3-chloro-5-[3-(4-chlorophenyl)propoxycarbonyl]-2-pyridyl]piperazine-1-carboxylate C(C)(C)(C)OC(=O)N1CCN(CC1)C1=NC=C(C=C1Cl)C(=O)OCCCC1=CC=C(C=C1)Cl.CC(C)=C